5-(4-((4-methoxypiperidin-1-yl)methyl)phenyl)-3-(6-methoxypyridin-3-yl)-1-tosyl-1H-pyrrolo[2,3-b]pyridine COC1CCN(CC1)CC1=CC=C(C=C1)C=1C=C2C(=NC1)N(C=C2C=2C=NC(=CC2)OC)S(=O)(=O)C2=CC=C(C)C=C2